METHYLBUTOXYACETATE COC(COCCCC)=O